FC1(C(=C(C(C(C1(F)F)(F)F)(F)F)C(C(F)(F)F)(C(C(C(F)(F)F)(F)F)(F)F)F)C(C(F)(F)F)(C(C(C(F)(F)F)(F)F)(F)F)F)F 3,3,4,4,5,5,6,6-octafluoro-1,2-bis(perfluoropent-2-yl)cyclohex-1-ene